ClCC=1OC(OC1C)=O 4-(Chloro-methyl)-5-methyl-1,3-dioxol-2-one